BrC=1C(=NC=NC1C1CC1)C1CC1 5-Bromo-4,6-dicyclopropyl-pyrimidine